(S)-6-(3-((4-Methyl-4H-1,2,4-triazol-3-yl)methyl)oxetan-3-yl)-2-(3-((3-methyl-piperidin-1-yl)methyl)-5-(piperidin-1-yl)phenyl)isoindolin-1-one CN1C(=NN=C1)CC1(COC1)C1=CC=C2CN(C(C2=C1)=O)C1=CC(=CC(=C1)N1CCCCC1)CN1C[C@H](CCC1)C